OC1=CC=CC2=CC=C3C=CC(NC3=C21)=O 10-hydroxybenzo[h]quinolone